N-(4-((4-(3,5-dichlorophenyl)piperazin-1-yl)sulfonyl)phenyl)-3-fluoroisonicotinamide ClC=1C=C(C=C(C1)Cl)N1CCN(CC1)S(=O)(=O)C1=CC=C(C=C1)NC(C1=C(C=NC=C1)F)=O